BrC1=C(C=C2C=NN(C2=C1F)C(=O)OCC1=CC=CC=C1)NC1=CC(=C(C=C1)F)C Benzyl 6-bromo-7-fluoro-5-((4-fluoro-3-methylphenyl) amino)-1H-indazole-1-carboxylate